1-tert-butyloxycarbonyl-4-[3-(isopropylamino)-2-pyridyl]piperazine C(C)(C)(C)OC(=O)N1CCN(CC1)C1=NC=CC=C1NC(C)C